3-methyl-8-(1-methyl-1H-pyrazol-4-yl)-3H-imidazo[4,5-f]quinoxaline CN1C=NC2=C3N=C(C=NC3=CC=C21)C=2C=NN(C2)C